4-(2-Oxo-1,4-dihydro-2H-quinazolin-3-yl)-piperidine-1-carboxylic acid {1-(1H-indazol-ylmethyl)-2-[4-(2-methyl-butyl)-piperazin-1-yl]-2-oxo-ethyl}-amide N1(N=CC2=CC=CC=C12)CC(C(=O)N1CCN(CC1)CC(CC)C)NC(=O)N1CCC(CC1)N1C(NC2=CC=CC=C2C1)=O